3-(4-Cyanophenyl)-2,3-dibromopropionic acid ethyl ester C(C)OC(C(C(Br)C1=CC=C(C=C1)C#N)Br)=O